FC=1C=CC=C2C(=CC=NC12)N1CCN(CC1)C(=O)[C@@H]1CNCC1 (S)-(4-(8-fluoroquinolin-4-yl)piperazin-1-yl)(pyrrolidin-3-yl)methanone